C(C)(C)NC(OC1=CC2=CC=C(C(=C2C(=C1)C1=C(C=2N=C(N=C(C2C=N1)N1CCOCCC1)OC[C@]12CCCN2C[C@@H](C1)F)F)C#C)F)=O 5-ethynyl-6-fluoro-4-(8-fluoro-2-(((2R,7aS)-2-fluorotetrahydro-1H-pyrrolizin-7a(5H)-yl)methoxy)-4-(1,4-oxazepan-4-yl)pyrido[4,3-d]pyrimidin-7-yl)naphthalen-2-yl isopropylcarbamate